C(CC)(=O)ONCCN ((2-aminoethyl) amino) propionate